(3S,5R)-3-(2-((6-((2,5-dichloropyrimidin-4-yl)amino)-3-methyl-2-oxo-2,3-dihydro-1H-benzo[d]imidazol-4-yl)oxy)ethoxy)-5-methylpiperidine-1-carboxylic acid tert-butyl ester C(C)(C)(C)OC(=O)N1C[C@H](C[C@H](C1)C)OCCOC1=CC(=CC=2NC(N(C21)C)=O)NC2=NC(=NC=C2Cl)Cl